N-(1-bromo-6-(2-chloro-5-fluorophenyl)-6-hydroxy-8-oxo-3,6,7,8-tetrahydropyrrolo[3,4-e]indazol-5-yl)-3-fluoro-5-(trifluoromethyl)benzamide BrC1=NNC=2C=C(C3=C(C12)C(NC3(O)C3=C(C=CC(=C3)F)Cl)=O)NC(C3=CC(=CC(=C3)C(F)(F)F)F)=O